O=N1=C2C=CC(=CC2=N(C2=CC=CC=C12)=O)O 5,10-dioxo-5λ5,10λ5-phenazine-2-ol